N[C@H]1CN(CCC1)CCCCCCCC(=O)OCC ethyl (R)-8-(3-aminopiperidin-1-yl)octanoate